tert-butyl 3-(6-methylpyridin-3-yl)-1,2-oxazolidin-2-carboxylate CC1=CC=C(C=N1)C1N(OCC1)C(=O)OC(C)(C)C